C(O)C1=C(C=CC=C1)C(=O)C(O)C1=CC=CC=C1 methylolbenzoin